tert-butyl 2-(5-(4-fluoro-2-(isopropyl(phenyl)carbamoyl)phenoxy)pyrimidin-4-yl)-2,7-diazaspiro[3.5]nonane-7-carboxylate FC1=CC(=C(OC=2C(=NC=NC2)N2CC3(C2)CCN(CC3)C(=O)OC(C)(C)C)C=C1)C(N(C1=CC=CC=C1)C(C)C)=O